N-((S)-1-(((R)-1-(6-(6-((S)-2-(4-isobutylphenyl)propanamido)hexyl)-4,8-dioxo-1,3,6,2-dioxazaborocan-2-yl)-3-methylbutyl)amino)-1-oxo-3-phenylpropan-2-yl)pyrazine-2-Carboxamide C(C(C)C)C1=CC=C(C=C1)[C@@H](C(=O)NCCCCCCN1CC(OB(OC(C1)=O)[C@H](CC(C)C)NC([C@H](CC1=CC=CC=C1)NC(=O)C1=NC=CN=C1)=O)=O)C